2-fluoro-1-(3-(7-((1-methylazetidin-3-yl)ethynyl)-3-(4-(trifluoromethyl)phenyl)-1H-pyrazolo[4,3-b]pyridin-1-yl)azetidin-1-yl)prop-2-en-1-one FC(C(=O)N1CC(C1)N1N=C(C2=NC=CC(=C21)C#CC2CN(C2)C)C2=CC=C(C=C2)C(F)(F)F)=C